N-benzyl-N-(5-fluoro-2-isobutyrylphenyl)propiolamide C(C1=CC=CC=C1)N(C(C#C)=O)C1=C(C=CC(=C1)F)C(C(C)C)=O